C1(CC1)C1=CC=C(C[C@@H]2CC3(CN(C3)C(=O)C3CC(C3)(C)O)CC2)C=C1 |r| (rac)-(6-(4-cyclopropylbenzyl)-2-azaspiro[3.4]oct-2-yl)((1s,3s)-3-hydroxy-3-methylcyclobutyl)methanone